FC=1C=C(COC2=NC(N3C(N4[C@@]5(CO[C@H](C4)C5)C3)=C2OC)=O)C=C(C1F)F (3S,11aR)-7-((3,4,5-trifluorobenzyl)oxy)-6-methoxy-3,4-dihydro-1H,9H,11H-3,11a-methanopyrimido[6',1':2,3]imidazo[5,1-c][1,4]oxazin-9-one